O=C1NC(CCC1NC1=CC(=C(C=C1)N1CCN(CC1)CC1CCC(CC1)OC[C@@H](C)NC(OC(C)(C)C)=O)C)=O Tert-butyl N-[(1R)-2-[4-[[4-[4-[(2,6-dioxo-3-piperidyl)amino]-2-methyl-phenyl]piperazin-1-yl]methyl]cyclohexoxy]-1-methyl-ethyl]carbamate